CC1=C(SC=C1)C(=O)N 3-Methylthiophene-2-carboxamide